3-(6-fluoro-1-oxo-5-(4-((1-(3-((4-((5-(trifluoromethyl)pyrimidin-2-yl)amino)-piperidin-1-yl)sulfonyl)phenyl)piperidin-4-yl)methyl)piperazin-1-yl)isoindolin-2-yl)piperidine-2,6-dione FC1=C(C=C2CN(C(C2=C1)=O)C1C(NC(CC1)=O)=O)N1CCN(CC1)CC1CCN(CC1)C1=CC(=CC=C1)S(=O)(=O)N1CCC(CC1)NC1=NC=C(C=N1)C(F)(F)F